COC=1C=C(CNC2=C(C(=O)N)C=CC=C2)C=C(C1)OC 2-(3,5-dimethoxybenzyl)aminobenzamide